7-Octen-1,2-diol C(C(CCCCC=C)O)O